C(C)OC(C(C1=C2N(C=N1)CCC2)N2N=C1C(=C(C=C(C1=C2)Cl)C2=CC=C(C=C2)C2CCN(CC2)CCF)Cl)=O 2-(4,7-dichloro-6-(4-(1-(2-fluoroethyl)piperidin-4-yl)phenyl)-2H-indazol-2-yl)-2-(6,7-dihydro-5H-pyrrolo[1,2-c]imidazol-1-yl)acetic acid ethyl ester